(5R)-9-Fluoro-5-methyl-1,2,5,6,11,11a-hexahydro-3H-indolizino[6,7-b]indol-3-one FC1=CC=2C3=C(NC2C=C1)[C@H](N1C(CCC1C3)=O)C